trans-5-hydroxycyclopenta[c]pyrrole-2(1H)-carboxylic acid tert-butyl ester C(C)(C)(C)OC(=O)N1CC=2C(=C1)C=C(C2)O